(2-Cyclopropylethyl)-2-methoxy-4-(pyridin-3-yl)-1H-imidazole-1-carboxamide C1(CC1)CCC1=C(N=C(N1C(=O)N)OC)C=1C=NC=CC1